C1(=CC=CC=C1)C1(C=CC2=C(O1)C=1C=C(C(=CC1C1=C2C(C2=CC=CC=C21)(C)C)OC)OC)C2=CC=C(C=C2)OCCO 3-phenyl-3-(4-(2-hydroxyethoxy)phenyl)-6,7-dimethoxy-13,13-dimethyl-3H,13H-indeno[2',3':3,4]naphtho[1,2-b]pyran